NC1=C(C(=CC=2N(C(=NC21)C)C)C2CC2)C2=CC=CN1C(=CC=C21)C(=O)C2=CC(=C(C(=C2)F)F)F (8-(4-amino-6-cyclopropyl-1,2-dimethyl-1H-benzo[d]imidazol-5-yl)indolizin-3-yl)(3,4,5-trifluorophenyl)methanone